FC1(CC(C1)CC(=O)N[C@H](CC=C)C1=CC=2N(N=C1)C=C(N2)[C@H](C2CCC(CC2)(F)F)NC(OC(C)(C)C)=O)F |o1:9| Tert-Butyl ((S)-(7-((R*)-1-(2-(3,3-difluorocyclobutyl)acetamido)but-3-en-1-yl)imidazo[1,2-b]pyridazin-2-yl)(4,4-difluorocyclohexyl)methyl)carbamate